N-(3-(2-chloro-3-(3-(((S)-1-carboxy-2-hydroxyethyl)amino)propoxy)phenyl)anilino)benzisothiazol ClC1=C(C=CC=C1OCCCN[C@@H](CO)C(=O)O)C=1C=C(NN2SC3=C(C2)C=CC=C3)C=CC1